1-decanesulfonyl chloride C(CCCCCCCCC)S(=O)(=O)Cl